bisphenol A di(methyl)acrylate CC(=CC(=O)O)C.OC1=CC=C(C=C1)C(C)(C)C1=CC=C(C=C1)O